2,3,4-triphenylaniline C1(=CC=CC=C1)C1=C(N)C=CC(=C1C1=CC=CC=C1)C1=CC=CC=C1